4-(3-Carboxyphenylaminocarbonyl)-2,5-dihydroxybenzoic acid C(=O)(O)C=1C=C(C=CC1)NC(=O)C1=CC(=C(C(=O)O)C=C1O)O